N[C@@H]1[C@@H](N(CC12CC2)C(=O)OC(C)(C)C)CC2=C(C(=CC=C2)C2=C(C=CC=C2)OCCN(C)C(=O)OC(C)(C)C)F tert-butyl (6S,7S)-7-amino-6-[[3-[2-[2-[tert-butoxycarbonyl (methyl) amino]ethoxy]phenyl]-2-fluoro-phenyl]methyl]-5-azaspiro[2.4]heptane-5-carboxylate